FC(C=1C=C(C=CC1)C1=CC=C(C=C1)COCCCCCCN1C[C@@H]([C@H]([C@@H]([C@H](C1)O)O)O)O)(F)F (3S,4R,5R,6S)-1-(6-{[3'-(trifluoromethyl)-4-biphenylyl]methoxy}hexyl)-3,4,5,6-azepanetetrol